1-({[(1R)-1-(4-chlorophenyl)-2-[(5-chloropyridin-2-yl)methyl]-7-fluoro-5-(2-hydroxypropan-2-yl)-3-oxo-2,3-dihydro-1H-isoindol-1-yl]oxy}methyl)cyclopropane-1-carboxamide ClC1=CC=C(C=C1)[C@@]1(N(C(C2=CC(=CC(=C12)F)C(C)(C)O)=O)CC1=NC=C(C=C1)Cl)OCC1(CC1)C(=O)N